tert-Butyl ((1s,4s)-4-(2-(methoxy(methyl)amino)-2-oxoethyl)cyclohexyl)carbamate CON(C(CC1CCC(CC1)NC(OC(C)(C)C)=O)=O)C